FC(C=1C=CC=C2NC=C(C[C@H](N)C(=O)O)C12)(F)F 4-trifluoromethyl-tryptophan